CC1=C(C=CC=C1C)SC=1N=C2C(=NC1)NC(=N2)N2CCC(CC2)(N)C 1-(5-((2,3-dimethylphenyl)thio)-1H-imidazo[4,5-b]pyrazin-2-yl)-4-methylpiperidin-4-amine